(rac)-8-((cis-4-hydroxycyclohexyl)oxy)-N-(3-((methylsulfonylimino)methyl)phenyl)-7-vinylquinazolin-2-amine O[C@H]1CC[C@H](CC1)OC=1C(=CC=C2C=NC(=NC12)NC1=CC(=CC=C1)C=NS(=O)(=O)C)C=C |r|